C(C)(C)(C)OC(=O)N1CCC2(CC1)CCNCC2 tert-butyl-3,9-diazaspiro[5.5]undecane-3-carboxylate